2-fluoro-4-methyl-1-(trichloromethyl)benzene FC1=C(C=CC(=C1)C)C(Cl)(Cl)Cl